CNCC1=C(C=CC=C1)B1OC(C(O1)(C)C)(C)C N-methyl-1-(2-(4,4,5,5-tetramethyl-1,3,2-dioxaborolan-2-yl)phenyl)methanamine